N-(4-(2-amino-3-(piperidin-4-ylethynyl)pyridin-4-yloxy)-3-fluorophenyl)-3-(4-fluorophenyl)-1-isopropyl-2,4-dioxo-1,2,3,4-tetrahydropyrimidine-5-carboxamide NC1=NC=CC(=C1C#CC1CCNCC1)OC1=C(C=C(C=C1)NC(=O)C=1C(N(C(N(C1)C(C)C)=O)C1=CC=C(C=C1)F)=O)F